(S)-6-(((1-(bicyclo[1.1.1]pentan-1-yl)-1H-1,2,3-triazol-4-yl)(8-fluoroquinolin-5-yl)methyl)amino)-4-((3,3,3-trifluoro-2,2-dimethylpropyl)amino)quinoline-3,8-dicarbonitrile C12(CC(C1)C2)N2N=NC(=C2)[C@H](C2=C1C=CC=NC1=C(C=C2)F)NC=2C=C1C(=C(C=NC1=C(C2)C#N)C#N)NCC(C(F)(F)F)(C)C